C(C1=CC=CC=C1)N1CC(C=C(C1)F)CC#N 2-(1-benzyl-5-fluoro-3,6-dihydro-2H-pyridin-3-yl)acetonitrile